C(CCCCCCCCCCC)OC=1C=C(CC#N)C=C(C1OCCCCCCCCCCCC)OCCCCCCCCCCCC 3,4,5-tri(dodecyloxy)benzyl cyanide